2,6-dichlorophenyl (pentyl) thioether C(CCCC)SC1=C(C=CC=C1Cl)Cl